2-[4-(2-{5-[(1R,4R,7R)-7-amino-2-azabicyclo[2.2.1]heptane-2-carbonyl]-7-methoxy-1-methyl-1H-1,3-benzodiazol-2-yl}-1-(cyclopropylmethyl)-1H-pyrrolo[2,3-b]pyridin-6-yl)phenyl]acetic acid N[C@H]1[C@@H]2N(C[C@H]1CC2)C(=O)C2=CC1=C(N(C(=N1)C1=CC=3C(=NC(=CC3)C3=CC=C(C=C3)CC(=O)O)N1CC1CC1)C)C(=C2)OC